FC=1C=C(C=CC1F)CC(=O)NN1C(=NC2=CC(=CC=C2C1=O)F)N(C)C(C)C 2-(3,4-Difluoro-phenyl)-N-[7-fluoro-2-(isopropyl-methyl-amino)-4-oxo-4H-quinazolin-3-yl]-acetamide